NC1CCN(CC1)C1=CC=CC(=N1)S(=O)(=O)NC1=NC(=C(C=C1)C(F)(F)F)C1=C(C=CC=C1)C 6-(4-aminopiperidin-1-yl)-N-(6-(o-tolyl)-5-(trifluoromethyl)pyridin-2-yl)pyridine-2-sulfonamide